tert-butyl 2-[4-{5-chloro-2-[5-(trifluoromethyl)-1,3,4-oxadiazol-2-yl] phenyl}-5-methoxy-2-oxopyridin-1(2H)-yl]-4-methoxybutyrate ClC=1C=CC(=C(C1)C1=CC(N(C=C1OC)C(C(=O)OC(C)(C)C)CCOC)=O)C=1OC(=NN1)C(F)(F)F